CC1=C(N=CO1)CC1N(C(C2=CC=CC=C12)=O)CC1=CC2=C(NC(O2)=O)C=C1 6-((1-((5-methyloxazol-4-yl)methyl)-3-oxoisoindolin-2-yl)methyl)benzo[d]oxazol-2(3H)-one